C(C1=CC=CC=C1)S(=O)(=O)OCCCCCCCC n-octyl toluenesulfonate